ClC1=C(C=CC(=C1)F)/C(=N/O)/N1CCNCC1 (Z)-(2-chloro-4-fluorophenyl)-1-piperazinyl-methanone oxime